(4,4-difluoropiperidine-1-carbonyl)azetidine-1-carboxylic acid tert-butyl ester C(C)(C)(C)OC(=O)N1C(CC1)C(=O)N1CCC(CC1)(F)F